FC1=C(C(=CC=C1)F)C1=CC(=C(N=N1)C(=O)N)NC=1C=C2CN(C(C2=CC1)=O)C 6-(2,6-difluorophenyl)-4-((2-methyl-1-oxoisoindolin-5-yl)amino)pyridazine-3-carboxamide